2-cyclobutylmethanol C1C(CC1)CO